3-[5-chloro-7-fluoro-2-(4-fluorophenyl)-1H-indol-3-yl]-N-[1-(hydroxymethyl)cyclobutyl]Propionamide ClC=1C=C2C(=C(NC2=C(C1)F)C1=CC=C(C=C1)F)CCC(=O)NC1(CCC1)CO